4-(Benzo[d][1,3]dioxol-5-yl)-5-(imidazo[1,2-a]pyrazin-2-yl)-2,4-dihydro-3H-1,2,4-triazole-3-thione O1COC2=C1C=CC(=C2)N2C(NN=C2C=2N=C1N(C=CN=C1)C2)=S